Cl.Cl.N1N=CC(=C1)C1=CC=C(C=C1)NC(C(CN)C1=CC=CC=C1)=O N-(4-(1H-pyrazol-4-yl)phenyl)-3-amino-2-phenylpropanamide dihydrochloride